menthyl-boron Tetradecyl-dihydroxyethyl-aminoxide C(CCCCCCCCCCCCC)N([O-])CC(O)O.C1(CC(C(CC1)C(C)C)[B+2])C.C(CCCCCCCCCCCCC)N([O-])CC(O)O